((S)-2-cyclopropoxypropyl)-2-(((2S,4S)-4-((2-((2,4-difluorophenoxy)methyl)pyrimidin-4-yl)oxy)-2-methylpiperidin-1-yl)methyl)-1H-benzo[d]imidazole-6-carboxylic acid C1(CC1)O[C@H](CN1C(=NC2=C1C=C(C=C2)C(=O)O)CN2[C@H](C[C@H](CC2)OC2=NC(=NC=C2)COC2=C(C=C(C=C2)F)F)C)C